C(C=C)CC(CSC)O (methyl) allyl-2-hydroxypropyl sulfide